6-{[5-Methyl-3-(6-methylpyridin-3-yl)-1,2-oxazol-4-yl]methoxy}-2-(pyridin-2-yl)-1,2,3,4-tetrahydro-2,7-naphthyridine CC1=C(C(=NO1)C=1C=NC(=CC1)C)COC=1C=C2CCN(CC2=CN1)C1=NC=CC=C1